3-(2H-benzotriazol-2-yl)-5-t-butyl-4-hydroxyphenylpropionate N=1N(N=C2C1C=CC=C2)C=2C=C(C=C(C2O)C(C)(C)C)OC(CC)=O